trifluorobutyne C#CCC(F)(F)F